4-(aminomethyl)-N-((1,2,3,5,6,7-hexahydro-s-indacen-4-yl)carbamoyl)-5-methylfuran-2-sulfonimidamide NCC=1C=C(OC1C)S(=O)(NC(NC1=C2CCCC2=CC=2CCCC12)=O)=N